octanoic acid non-6-en-1-yl ester C(CCCCC=CCC)OC(CCCCCCC)=O